C(C)(C)(C)OC(=O)C1=NC(=CC=C1F)Cl 6-chloro-3-fluoropyridinecarboxylic acid tert-butyl ester